C(C1=CC=CC=C1)N1N=NC(=C1)C1=CC=C(C=C1)C1=CC(N(C=C1)CCC(C(=O)NO)(S(=O)(=O)C)C)=O 4-(4-(4-(1-benzyl-1H-1,2,3-triazol-4-yl)phenyl)-2-oxopyridin-1(2H)-yl)-N-hydroxy-2-methyl-2-(methylsulfonyl)butanamide